NCCNCC1=NN(C=2N(C([C@H]([C@H](C21)C2=CC=C(C=C2)F)NC(C2=CC(=CC=C2)C(F)(F)F)=O)=O)CC)C2=CC=CC=C2 N-[(4S,5S)-3-{[(2-aminoethyl)amino]methyl}-7-ethyl-4-(4-fluorophenyl)-6-oxo-1-phenyl-1H,4H,5H,6H,7H-pyrazolo[3,4-b]pyridin-5-yl]-3-(trifluoromethyl)benzamide